ClC=1C=C(C=C(C1)C(F)(F)F)N1CC(CC1)C=1C(=C(C(=O)O)C=CC1)F 3-(1-(3-chloro-5-(trifluoromethyl)phenyl)pyrrolidin-3-yl)-2-fluorobenzoic acid